CC1N(C(CC1)C)C(=O)C1=C(OC=2C(=NC=NC2)N2CC3(CCN(C3)CC3=CC4=C(NC(N4)=O)C=C3)CC2)C=CC(=C1)F 5-((7-(5-(2-(2,5-dimethylpyrrolidine-1-carbonyl)-4-fluorophenoxy)pyrimidin-4-yl)-2,7-diazaspiro[4.4]non-2-yl)methyl)-1,3-dihydro-2H-benzo[d]imidazol-2-one